[Na+].P(=O)(OC1=CC=C(C=C1)N)([O-])[O-].[Na+] 4-Aminophenyl phosphate sodium salt